4-[[2-fluoro-6-methoxy-4-[1-[(4-methoxyphenyl)methyl]-6-methyl-7-oxo-pyrazolo[3,4-c]pyridin-4-yl]phenyl]methyl]-N-(4-piperidyl)piperidine-1-carboxamide FC1=C(C(=CC(=C1)C=1C2=C(C(N(C1)C)=O)N(N=C2)CC2=CC=C(C=C2)OC)OC)CC2CCN(CC2)C(=O)NC2CCNCC2